OC[C@H]1N(CCCC1)C (2S,4S)-2-(hydroxymethyl)-1-methylpiperidin